benzo[d][1,3]dioxol-5-ol O1COC2=C1C=CC(=C2)O